Methyl 3-[1-({5-[(3S)-3-(N-methylacetamido)pyrrolidine-1-carbonyl]pyridin-2-yl}amino)ethyl]benzoate CN(C(C)=O)[C@@H]1CN(CC1)C(=O)C=1C=CC(=NC1)NC(C)C=1C=C(C(=O)OC)C=CC1